(2S,3R)-1-(4-(4-(3-aminooxetan-3-yl)-3-methylphenyl)-7,7-difluoro-6,7-dihydro-5H-cyclopenta[d]pyrimidin-2-yl)-2-methylazetidin-3-ol NC1(COC1)C1=C(C=C(C=C1)C=1C2=C(N=C(N1)N1[C@H]([C@@H](C1)O)C)C(CC2)(F)F)C